C(OC)(OC(C=C)C(C)C)=O methyl (4-methylpent-1-en-3-yl) carbonate